3,6-dibutoxyacenaphthoquinone C(CCC)OC1=C2C(C(C=3C=CC(=C(C=C1)C32)OCCCC)=O)=O